4-(2,6-Dimethyl-3-propan-2-ylthieno[2,3-d]imidazol-5-yl)-5-fluoro-N-[5-[2,2,3,3,5,5,6,6-octadeuterio-4-(trideuteriomethyl)piperazin-1-yl]pyridin-2-yl]pyrimidin-2-amine CC1=NC2=C(N1C(C)C)SC(=C2C)C2=NC(=NC=C2F)NC2=NC=C(C=C2)N2C(C(N(C(C2([2H])[2H])([2H])[2H])C([2H])([2H])[2H])([2H])[2H])([2H])[2H]